C1(CC1)C=1C=C(C(=O)N=C2NCCN2)C=CC1NC1=CC(=CC=C1)C=1N=NN(N1)CC=C(C)C 3-cyclopropyl-N-[(2Z)-imidazolidin-2-ylidene]-4-({3-[2-(3-methylbut-2-en-1-yl)-2H-1,2,3,4-tetrazol-5-yl]phenyl}amino)benzamide